C(C)C=1C=2N(C=C(C1)C(N(C)C1=CC(=C(C=C1)F)OC)=O)C(=CN2)C=2C=CC(=NC2)NC(OC)=O methyl N-[5-[8-ethyl-6-[(4-fluoro-3-methoxy-phenyl)-methyl-carbamoyl]imidazo[1,2-a]pyridin-3-yl]-2-pyridyl]carbamate